C(=CCCCC)OC=1C(C(=O)O)=CC=CC1.C(C=1C(O)=CC=CC1)(=O)OCC\C=C/CC cis-3-hexenyl salicylate (HEXENYL-3-CIS-SALICYLATE)